[Cl-].C(C)(C)(C)C=1C=C(C=C(C1)C(C)(C)C)[PH2+]C1=CC(=CC(=C1)C(C)(C)C)C(C)(C)C bis(3,5-di-tert-butylphenyl)phosphonium chloride